FC=1C(=NC=C(C1)F)C(=O)O 3,5-Difluoropyridinecarboxylic acid